4-oxo-2-thioxo-1,2,3,4-tetrahydropyrazolo[1,5-a][1,3,5]triazine-8-carbonitrile O=C1NC(NC=2N1N=CC2C#N)=S